(1R,2S,4R)-N-(4-(4-(Adamantan-2-ylidene(4-hydroxyphenyl)methyl)phenoxy)-butyl)bicyclo[2.2.1]hept-5-ene-2-carboxamide C12C(C3CC(CC(C1)C3)C2)=C(C2=CC=C(OCCCCNC(=O)[C@@H]3[C@H]1C=C[C@@H](C3)C1)C=C2)C2=CC=C(C=C2)O